Cl.ClC1=C(CN2CC(CC2)CN2C(NC3=C2C=C(C=C3)C(=O)O)=O)C=CC(=C1)Cl 3-((1-(2,4-dichlorobenzyl)pyrrolidin-3-yl)methyl)-2-oxo-2,3-dihydro-1H-benzo[d]imidazole-5-carboxylic acid hydrochloride